N-Fmoc-L-3-(2-naphthyl)-alanine C(=O)(OCC1C2=CC=CC=C2C2=CC=CC=C12)N[C@@H](CC1=CC2=CC=CC=C2C=C1)C(=O)O